3-((2-((S)-cycloheptyl(1-ethyl-1H-pyrazole-5-carboxamido)methyl)imidazo[1,2-b]pyridazin-7-yl)methyl)-2-oxopiperidine-3-carboxylic acid C1(CCCCCC1)[C@@H](C=1N=C2N(N=CC(=C2)CC2(C(NCCC2)=O)C(=O)O)C1)NC(=O)C1=CC=NN1CC